2H-benzo[d][1,3]oxathiole-3-oxide O1CS(C2=C1C=CC=C2)=O